4-benzyl-2-chlorothiazole C(C1=CC=CC=C1)C=1N=C(SC1)Cl